[4-[1-[2-[4-[2-[3-[3-[3-amino-6-(2-hydroxyphenyl)pyridazin-4-yl]-3,8-diazabicyclo[3.2.1]octan-8-yl]phenoxy]ethyl]piperazin-1-yl]-2-oxo-ethyl]-4-piperidyl]anilino]piperidine-2,6-dione NC=1N=NC(=CC1N1CC2CCC(C1)N2C=2C=C(OCCN1CCN(CC1)C(CN1CCC(CC1)C1=CC=C(NN3C(CCCC3=O)=O)C=C1)=O)C=CC2)C2=C(C=CC=C2)O